ClCC(O)C1=CC=C(C=C1)F 2-chloro-1-(4-fluorophenyl)ethan-1-ol